FC=1C(=C(C=NC1C=C)N1C([C@@H]2C[C@@H]2C1)=O)C (1R,5S)-3-(5-Fluoro-4-methyl-6-vinylpyridin-3-yl)-3-azabicyclo[3.1.0]hexan-2-one